C(C1=CC=CC=C1)OC(=O)N1[C@H]2C[C@@H]([C@@H](C1)C2)OC(=O)C=2C(=NOC2C2CC2)C2=C(C=CC=C2Cl)Cl 5-cyclopropyl-3-(2,6-dichlorophenyl)isoxazole-4-Carboxylic acid (1R,4R,5S)-2-((benzyloxy) carbonyl)-2-azabicyclo[2.2.1]Heptane-5-yl ester